(S)-7-(3-ethoxy-5-fluorophenyl)-8-methyl-5,6,7,8-tetrahydro-2,7-naphthyridine-3-carboxylic acid C(C)OC=1C=C(C=C(C1)F)N1CCC=2C=C(N=CC2[C@@H]1C)C(=O)O